[F-].[La+3].P(=O)([O-])([O-])[O-].[Zr+4] zirconium phosphate lanthanum fluoride